ClC1=CC=CC(=N1)C(CNC(=O)C1=CC(=NO1)C1=NC=C(C=C1F)F)(C)C=1C(=NN(C1OC)C)C N-[2-(6-chloro-2-pyridyl)-2-(5-methoxy-1,3-dimethyl-pyrazol-4-yl)propyl]-3-(3,5-difluoro-2-pyridyl)isoxazole-5-carboxamide